FC1=C(C(=CC(=C1)C1=NC(=CC(=N1)C)OC1=CC=C(C=C1)C(F)(F)F)F)N1CCC(CC1)CC(=O)O 2-[1-[2,6-difluoro-4-[4-methyl-6-[4-(trifluoromethyl)phenoxy]pyrimidin-2-yl]phenyl]-4-piperidinyl]acetic acid